(2S,6R*)-4-[(tert-butoxy)carbonyl]-6-hydroxy-6-propyl-1,4-oxazepane-2-carboxylic acid C(C)(C)(C)OC(=O)N1C[C@H](OC[C@](C1)(CCC)O)C(=O)O |o1:12|